N1=CC(=CC=C1)CNC1=C2N=CNC2=NC=N1 N-(pyridin-3-ylmethyl)-9H-purin-6-amine